NC1=CC=2N(C(N(CC2C=N1)C1=C(C=CC=C1C)F)=O)[C@H]1CCNCCC1 7-amino-3-(2-fluoro-6-methyl-phenyl)-1-[(4R)-azepan-4-yl]-4H-pyrido[4,3-d]pyrimidin-2-one